N1=CC(=CC=C1)C1=NNC(O1)=S 5-(pyridin-3-yl)-1,3,4-oxadiazole-2(3H)-thione